COCC=1C=C(C=C(C1)C=C)CO (3-(Methoxymethyl)-5-vinyl-phenyl)methanol